N-(4-chlorobenzyl)-1-methyl-7-oxo-4,5,6,7-tetrahydro-1H-pyrazolo[3,4-c]pyridine-3-carboxamide ClC1=CC=C(CNC(=O)C2=NN(C=3C(NCCC32)=O)C)C=C1